(3R)-3-amino-5-[(4-chlorophenyl)methyl]-7-[5-[1,1-dimethyl-2-(oxetan-3-ylamino)-ethyl]-1,3,4-oxadiazol-2-yl]-8-fluoro-1,1-dioxo-2,3-dihydro-1lambda6,5-benzothiazepin-4-one N[C@H]1CS(C2=C(N(C1=O)CC1=CC=C(C=C1)Cl)C=C(C(=C2)F)C=2OC(=NN2)C(CNC2COC2)(C)C)(=O)=O